CC1=C(C=C(C=C1)C(CN1N=C(C=C1C(=O)OCC)C(=O)OCC)=O)C(F)(F)F Diethyl 1-{2-[4-methyl-3-(trifluoromethyl)phenyl]-2-oxoethyl}-1H-pyrazole-3,5-dicarboxylate